tert-butyl (3-chloro-2-fluoro-6-((2S,6S)-2,4,6-trimethylpiperazin-1-yl)pyridin-4-yl)carbamate ClC=1C(=NC(=CC1NC(OC(C)(C)C)=O)N1[C@H](CN(C[C@@H]1C)C)C)F